COC(=O)C1=NN(C2=C1N(C=1C2=NC=C(C1)Br)[C@H](C1CCOCC1)C1=NC=CC=C1F)C (R)-6-bromo-4-((3-fluoropyridin-2-yl)(tetrahydro-2H-pyran-4-yl)methyl)-1-methyl-1,4-dihydropyrazolo[3',4':4,5]pyrrolo[3,2-b]pyridine-3-carboxylic acid methyl ester